C(C)C1(CCC(CC1)CNC1=C(C=C(C=C1)S(=O)(=O)NC(C1=C(C=CC=C1)OC=1C=C2C(=NC1)NC=C2)=O)[N+](=O)[O-])O N-[(4-{[(trans-4-ethyl-4-hydroxycyclohexyl)methyl]amino}-3-nitrophenyl)sulfonyl]-2-(1H-pyrrolo[2,3-b]pyridin-5-yloxy)benzamide